indium-germanium-zinc oxide [O-2].[Zn+2].[Ge+2].[In+3]